(5,6-difluoro-3-pyridyl)methanone FC=1C=C(C=NC1F)C=O